ClC=1C=CC(=C(C1)O)C=1C=2N(C(=NN1)N[C@H]1CN(CCC1)C)C=CC2 (R)-5-chloro-2-(4-((1-methylpiperidin-3-yl)amino)pyrrolo[1,2-d][1,2,4]triazin-1-yl)phenol